FC1=CC=C(C=C1)NC(C1=CC=C(C=C1)N1CCN(CC1)C1=CC(=C(C=C1)O)C)=O N-(4-fluorophenyl)-4-(4-(4-hydroxy-3-methylphenyl)piperazin-1-yl)benzamide